(3R)-8-((3S,5R)-4-acryloyl-3,5-dimethylpiperazin-1-yl)-l-1-(5-chloro-2,4-difluorophenyl)-3-methoxy-10-(trifluoromethyl)-3,4-dihydro-2H,6H-[1,4]thiazepino[2,3,4-ij]quinazolin-6-one C(C=C)(=O)N1[C@H](CN(C[C@H]1C)C1=NC(N2C3=C(C=C(C=C13)C(F)(F)F)S(C[C@@H](C2)OC)C2=C(C=C(C(=C2)Cl)F)F)=O)C